methyl-amino benzoate C(C1=CC=CC=C1)(=O)ONC